(1R,3S)-3-(3-(((benzyloxy)carbonyl)amino)-1H-pyrazol-5-yl)cyclopentyl tert-butylcarbamate C(C)(C)(C)NC(O[C@H]1C[C@H](CC1)C1=CC(=NN1)NC(=O)OCC1=CC=CC=C1)=O